2-Naphthalen-1-yl-1H-[1,8]naphthyridin-4-one C1(=CC=CC2=CC=CC=C12)C=1NC2=NC=CC=C2C(C1)=O